C1(CCCCC1)C(NC(=O)C=1C=CC=C2C(=CNC12)C=1C=NNC1)C1CCN(CC1)C N-[cyclohexyl-(1-methylpiperidin-4-yl)methyl]-3-(1H-pyrazol-4-yl)-1H-indole-7-carboxamide